OCC1(C=CC2=CC=CC=C12)C(=O)O 1-(hydroxymethyl)indene-1-carboxylic acid